2-chloro-N-methylacetamide ClCC(=O)NC